ClC1=CC(=C(S1)NC(C1=CC(=C(C=C1)O)F)=O)C(=O)NCCN1CCOCC1 5-chloro-2-(3-fluoro-4-hydroxybenzamido)-N-(2-morpholinoethyl)thiophene-3-carboxamide